P(=O)(OC[C@H]1O[C@@]([C@@H]2OC(O[C@@H]21)(C)C)(C#N)C2=CC=C1C(=NC=NN12)N)(OC1=C(C=CC=C1)Cl)OCCCOCCCCCCCCCCCC ((3aR,4R,6R,6aR)-6-(4-Aminopyrrolo[2,1-f][1,2,4]triazin-7-yl)-6-cyano-2,2-dimethyltetrahydrofuro[3,4-d][1,3]dioxol-4-yl)methyl (2-chlorophenyl) (3-(dodecyloxy)propyl) phosphate